1-(4,4-difluorobutyl)-3-methyl-N-(7-methyl-[1,2,4]triazolo[1,5-a]pyridin-6-yl)-1H-pyrazolo[3,4-d]pyrimidin-6-amine FC(CCCN1N=C(C=2C1=NC(=NC2)NC=2C(=CC=1N(C2)N=CN1)C)C)F